Cl.CC=1N=C(C2=C(N1)C=NC(=C2)P2(CCNCC2)=O)N[C@H](C)C2=C(C(=CC=C2)C(F)(F)F)C 4-[2-methyl-4-({(1R)-1-[2-methyl-3-(trifluoromethyl)phenyl]ethyl}amino)pyrido[3,4-d]pyrimidin-6-yl]-1,4lambda5-azaphosphinan-4-one hydrogen chloride